NC=1C=C(C(=O)O)C=CC1C1CC2(CC(C2)(F)F)CCN1CC1=C2C=CNC2=C(C=C1OC)C 3-amino-4-(2,2-difluoro-7-((5-methoxy-7-methyl-1H-indol-4-yl)methyl)-7-azaspiro[3.5]nonan-6-yl)benzoic acid